COC(C(COC1=NC=C(C=C1Br)C)(C)C)=O 3-((3-bromo-5-methylpyridin-2-yl)oxy)-2,2-dimethylpropionic acid methyl ester